Phenylmethan-1,1-dithiol C1(=CC=CC=C1)C(S)S